C(CC)/C(/C(=O)[O-])=C\C(=O)[O-] propylfumarate